ethyl 1-(((8-(benzyloxy)-5-iodochroman-6-yl) methyl) (isopropyl) amino)-4-oxo-1,4-dihydropyridine-3-carboxylate C(C1=CC=CC=C1)OC=1C=C(C(=C2CCCOC12)I)CN(N1C=C(C(C=C1)=O)C(=O)OCC)C(C)C